2-(cyclopropylmethylamino)-4-(3-(2-methyl-2H-indazol-5-yl)-5H-pyrrolo[2,3-b]pyrazin-5-yl)benzoic acid C1(CC1)CNC1=C(C(=O)O)C=CC(=C1)N1C=CC=2C1=NC(=CN2)C2=CC1=CN(N=C1C=C2)C